(S)-2-(1-acryloyl-4-(2-(3-(dimethylamino)azetidin-1-yl)-6-(naphthalen-1-ylmethyl)-6,7-dihydro-5H-pyrrolo[3,4-d]pyrimidin-4-yl)piperazin-2-yl)acetonitrile C(C=C)(=O)N1[C@H](CN(CC1)C=1C2=C(N=C(N1)N1CC(C1)N(C)C)CN(C2)CC2=CC=CC1=CC=CC=C21)CC#N